FC=1C(=C2C(=NC(=NN2C1)N[C@H]1[C@@H](CN(CC1)C1(COC1)[2H])F)OC)C=1C=CC2=C(N(N=N2)CCF)C1 6-fluoro-N-((3R,4R)-3-fluoro-1-(oxetan-3-yl-3-d)piperidin-4-yl)-5-(1-(2-fluoroethyl)-1H-benzo[d][1,2,3]triazol-6-yl)-4-methoxypyrrolo[2,1-f][1,2,4]triazin-2-amine